N-lauroyl-N-methyltaurine C(CCCCCCCCCCC)(=O)N(CCS(=O)(=O)O)C